2-(1-methylindazol-6-yl)cyclohexanone CN1N=CC2=CC=C(C=C12)C1C(CCCC1)=O